C(CCC)C1(N=N1)CCO 2-(3-butyl-3H-diazirine-3-yl)ethanol